FC(CN1C(C=2NC3=CC=CC=C3C2CC1C)C1=NC=C(C=C1NC1CN(C1)CCCF)OC(F)F)F (2-(2,2-Difluoroethyl)-3-methyl-2,3,4,9-tetrahydro-1H-pyrido[3,4-b]indol-1-yl)-5-(difluoromethoxy)-N-(1-(3-fluoropropyl)azetidin-3-yl)pyridin-3-amine